FC(F)C1=C(C(=O)NCC2=C(C=CC3=C2N(C(=N3)C)C)OC)C=CC=C1 (difluoromethyl)-N-((6-methoxy-1,2-dimethyl-1H-benzimidazol-7-yl)methyl)benzamide